7-[3-(2-fluoro-6-methylphenyl)cyclopentyl]-3-methyl-5H-pyrido[2,3-b]pyrazin-6-one FC1=C(C(=CC=C1)C)C1CC(CC1)C1=CC=2C(=NC(=CN2)C)NC1=O